FC=1C=CC=C2C(=NN=C(C12)C1=C(C=C(C=C1)C)O)N[C@H]1CNCCC1 (R)-2-(8-fluoro-4-(piperidin-3-ylamino)phthalazin-1-yl)-5-methylphenol